(S)-5,5-dimethyl-2-(morpholine-4-carboxamido)hexanoic acid CC(CC[C@@H](C(=O)O)NC(=O)N1CCOCC1)(C)C